C1=CC=C(C=2SC3=C(C21)C=CC=C3)C=3C=C(C=CC3)C3=CN=C2C(=N3)OC3=C2C=C(C=C3)C3=CC(=CC=C3)C3=CC=CC2=C3SC3=C2C=CC=C3 3,8-bis[3-(dibenzothiophen-4-yl)phenyl]benzofuro[2,3-b]pyrazine